P(=O)(O)(O)O.FC=1C=C(C=CC1C=1C=NC(=CC1)C=1N=NN(N1)CC)N1C(O[C@@H](C1)C(C)O)=O (S)-3-(3-fluoro-4-(6-(2-ethyl-2H-tetrazol-5-yl)pyridin-3-yl)phenyl)-5-(1-hydroxyethyl)oxazolidin-2-one phosphate